C(=O)(O)[C@H](CC(=O)C1=CC2=C(S1)C=C(C(=C2)OCCCOC2=C(C(=C1CN(CC1=C2)C(C[C@@H](C(=O)O)C)=O)F)O)OC)C (S)-4-(6-(3-((2-((S)-3-carboxybutanoyl)-6-methoxybenzo[b]thiophen-5-yl)oxy)propoxy)-4-fluoro-5-hydroxyisoindolin-2-yl)-2-methyl-4-oxobutanoic acid